3-chloro-N-((1R,2R,4S)-7-cyano-7-azabicyclo[2.2.1]heptan-2-yl)-3'-(cyanomethyl)-4'-methyl[biphenyl]-4-carboxamide ClC=1C=C(C=CC1C(=O)N[C@H]1[C@H]2CC[C@@H](C1)N2C#N)C2=CC(=C(C=C2)C)CC#N